C(CCCCCCCCCC(=O)O)(=O)O undecanedioic acid